FC(C(=O)O)(F)F.CC(CN1N=NC=C1)(C)C (E)-1-(2,2-dimethylpropyl)triazole trifluoroacetate